C(C)(C)(C)N(C(O)=O)C1CN(C1)C1=NC=C(C=N1)C=1C=CC=2N(C1)C(=C(N2)CC)N(C)C=2SC(=C(N2)C2=CC=C(C=C2)F)C#N.C2(=C(C=CC=C2)NCC(=O)O)C N-tolyl-glycine tert-butyl-(1-(5-(3-((5-cyano-4-(4-fluorophenyl)thiazol-2-yl)(methyl)amino)-2-ethyl-imidazo[1,2-a]pyridin-6-yl)pyrimidin-2-yl)azetidin-3-yl)carbamate